OCC1=CC=C2C(=[N+]1[O-])CCO2 5-(hydroxymethyl)-2,3-dihydrofuro[3,2-b]Pyridine 4-oxide